O[C@H](CNC(C1=CC(=CC=C1)OC)=O)C N-[(2S)-2-hydroxypropyl]-3-methoxybenzamide